3-(chloromethyl)benzene-1-sulfonic acid ClCC=1C=C(C=CC1)S(=O)(=O)O